5-bromo-3-(cyclopentyloxy)pyridine-carbaldehyde BrC=1C=C(C(=NC1)C=O)OC1CCCC1